tert-Butyl (Z)-(3-((dimethylamino)methylene)-4-oxocyclopentyl)carbamate CN(C)\C=C/1\CC(CC1=O)NC(OC(C)(C)C)=O